tert-butyl N-(5-{2-[(5-chloropyridin-2-yl)amino]-1,3-thiazol-4-yl}-4-(2-hydroxyethyl)-1,3-thiazol-2-yl)carbamate ClC=1C=CC(=NC1)NC=1SC=C(N1)C1=C(N=C(S1)NC(OC(C)(C)C)=O)CCO